3,6-bis[N-(9-Phenylcarbazole-3-yl)-N-Phenylamino]-9-Phenylcarbazole C1(=CC=CC=C1)N1C2=CC=CC=C2C=2C=C(C=CC12)N(C1=CC=CC=C1)C=1C=CC=2N(C3=CC=C(C=C3C2C1)N(C=1C=CC=2N(C3=CC=CC=C3C2C1)C1=CC=CC=C1)C1=CC=CC=C1)C1=CC=CC=C1